4-[3-[2,2-difluoroethyl-(6-fluoro-1-methyl-[1,2,4]triazolo[4,3-a]quinazolin-5-yl)amino]-5-fluoro-Phenyl]-2-methyl-but-3-yn-2-ol FC(CN(C=1C=C(C=C(C1)F)C#CC(C)(O)C)C1=NC=2N(C3=CC=CC(=C13)F)C(=NN2)C)F